N-(2-chlorobenzyl)quinoxalin-2-amine ClC1=C(CNC2=NC3=CC=CC=C3N=C2)C=CC=C1